COC(C1=CN=C(C=C1)N1N=CC=C1)=O 6-(1H-pyrazol-1-yl)nicotinic acid methyl ester